3-(2-(1-methyl-1H-indazol-3-yl)pyridin-4-yl)-5-(trifluoromethyl)-1,2,4-oxadiazole CN1N=C(C2=CC=CC=C12)C1=NC=CC(=C1)C1=NOC(=N1)C(F)(F)F